C1(=CC(=CC=C1)C1=CN=C(S1)NC(=O)C1N2C=CC=C2C(CC1)=O)C N-[5-(m-tolyl)thiazol-2-yl]-8-oxo-6,7-dihydro-5H-indolizine-5-carboxamide